N-(pyridine-2-yl)amide N1=C(C=CC=C1)[NH-]